C(#N)C1=CC2=C(N(C(N=C2N2[C@H](CN(CC2)C(=O)OC(C)(C)C)C)=O)C=2C(=NC=CC2C)C(C)C)N=C1C1=C(C=CC=C1OC)F tert-butyl (3S)-4-(6-cyano-7-(2-fluoro-6-methoxyphenyl)-1-(2-isopropyl-4-methylpyridin-3-yl)-2-oxo-1,2-dihydropyrido[2,3-d]pyrimidin-4-yl)-3-methylpiperazine-1-carboxylate